FC(OC=1C=C(C=CC1)C1=NN(C=C1)C=1N=C2N(C=NC2=C(C1)N1CCOCC1)CC1(CC1)C#N)F 1-({5-[3-(m-difluoromethoxyphenyl)-1-pyrazolyl]-7-morpholino-3H-1,3,4-triazainden-3-yl}methyl)cyclopropanecarbonitrile